(3,4-dimethylphenyl)boronic acid CC=1C=C(C=CC1C)B(O)O